tert-Butyl (2-(4-fluoro-2-((methylamino)methyl)phenoxy)ethyl)carbamate FC1=CC(=C(OCCNC(OC(C)(C)C)=O)C=C1)CNC